1,2-Bis(ditertbutylphosphinomethyl)benzol C(C)(C)(C)P(C(C)(C)C)CC1=C(C=CC=C1)CP(C(C)(C)C)C(C)(C)C